((E)-(3,3-difluorocyclohexyl)methylene)-2-methylpropane-2-sulfinamide FC1(CC(CCC1)\C=C\C(C)(S(=O)N)C)F